N-(3-(4-amino-2-fluorophenyl)-1-methyl-1H-pyrazol-5-yl)-2-chlorobenzamide NC1=CC(=C(C=C1)C1=NN(C(=C1)NC(C1=C(C=CC=C1)Cl)=O)C)F